4-((1S,2R)-2-isopropylcyclopropyl)pyridazine-3-carbonitrile C(C)(C)[C@@H]1[C@H](C1)C1=C(N=NC=C1)C#N